tert-butyl 5-(5-chloro-4-fluoro-3-methyl-pyrrolo[2,3-c]pyridin-1-yl)-2-azabicyclo[2.2.2]octane-2-carboxylate ClC=1C(=C2C(=CN1)N(C=C2C)C2C1CN(C(C2)CC1)C(=O)OC(C)(C)C)F